BrC1=CC=C(C=C1)[C@@H](C(F)(F)F)N(C(=O)N1CCC(CC1)(C)O)C (S)-N-(1-(4-Bromophenyl)-2,2,2-trifluoroethyl)-4-hydroxy-N,4-dimethylpiperidine-1-carboxamide